tert-butyl N-[6-fluoro-5-[4-(6-methoxyimidazo[1,2-a]pyridin-2-yl)phenyl]pyridin-2-yl]-N-[2-(2-iodoethoxy)-ethyl]carbamate FC1=C(C=CC(=N1)N(C(OC(C)(C)C)=O)CCOCCI)C1=CC=C(C=C1)C=1N=C2N(C=C(C=C2)OC)C1